C1(CCCCC1)NC1=NC=C(C=C1C1=NC(=NO1)C)N N2-cyclohexyl-3-(3-methyl-1,2,4-oxadiazol-5-yl)pyridine-2,5-diamine